8-fluoro-6-(1-(phenylsulfonyl)-1H-indol-5-yl)-N-(3,4,5-trimethoxyphenyl)-[1,2,4]triazolo[4,3-a]pyridin-3-amine FC=1C=2N(C=C(C1)C=1C=C3C=CN(C3=CC1)S(=O)(=O)C1=CC=CC=C1)C(=NN2)NC2=CC(=C(C(=C2)OC)OC)OC